2,2'-diethoxy-4,4'-diamino-biphenyl C(C)OC1=C(C=CC(=C1)N)C1=C(C=C(C=C1)N)OCC